(4-(6-oxo-1,6-dihydropyridin-3-yl)phenyl)ammonia O=C1C=CC(=CN1)C1=CC=C(C=C1)N